5-(pyridin-3-ylethynyl)thiophene-2-carbaldehyde oxime hydrochloride Cl.N1=CC(=CC=C1)C#CC1=CC=C(S1)C=NO